FC=1C=CC=C2C(=CC(=NC12)C(=O)O)OC1COC1 8-fluoro-4-(oxetan-3-yloxy)quinoline-2-carboxylic acid